C1(=CC=CC=C1)C1CCN(CC1)C(=O)C1CCN(CC1)C(=O)C1=NNC(=C1)C1=CC=NC=C1 4-{3-[4-(4-phenylpiperidine-1-carbonyl)piperidine-1-carbonyl]-1H-pyrazol-5-yl}pyridine